S1C(=NC2=C1C=CC=C2)SSSSSC=2SC1=C(N2)C=CC=C1 benzothiazolylthiotrisulfide